NC(CCCCNC(CC)=O)C(=O)O N-(5-amino-5-carboxypentyl)propionamide